OCCN1C=C(C=CC1=O)S(=O)(=O)Cl 1-(2-hydroxyethyl)-6-oxo-1,6-dihydropyridine-3-sulfonyl chloride